ClC1=CC=C2C(=CNC2=C1C1=NC=CC=N1)S(=O)(=O)NC1=NC(=C(C(=N1)OC)C1C(C1)C#N)OC 6-chloro-N-[5-(2-cyanocyclopropyl)-4,6-dimethoxy-pyrimidin-2-yl]-7-(2-pyrimidinyl)-1H-indole-3-sulfonic acid amide